OC1(CCCC1)C(=O)C1=C(C=CC=C1)Cl 1-hydroxycyclopentyl-2-chlorophenylmethanone